ClC1=C(C=C(C=C1)C=1N=NN(C1)[C@H]1[C@H]([C@H](O[C@@H]([C@@H]1OC)CC1=NOC(=C1)C1CCN(CC1)S(=O)(=O)C)CO)O)F (2R,3R,4S,5R,6R)-4-(4-(4-chloro-3-fluorophenyl)-1H-1,2,3-triazol-1-yl)-2-(hydroxymethyl)-5-methoxy-6-((5-(1-(methylsulfonyl)piperidin-4-yl)isoxazol-3-yl)methyl)tetrahydro-2H-pyran-3-ol